carbamic acid dimethylphenyl ester CC=1C(=C(C=CC1)OC(N)=O)C